CC(CN1CCNCC1)C 1-(2-methylpropyl)piperazine